BrC1=CN=C2N(N=C(C(=C2)C)N2CC=3C=C(C=NC3CC2)C(F)(F)F)C1=O 3-Bromo-8-methyl-7-[3-(trifluoromethyl)-7,8-dihydro-5H-1,6-naphthyridin-6-yl]pyrimido[1,2-b]pyridazin-4-one